ClC1=C(C=C(CNC(C(C(F)(F)F)(C)C)=O)C=C1)C#N (4-chloro-3-cyanobenzyl)-3,3,3-trifluoro-2,2-dimethylpropionamide